N-aminoethyl-N'-benzoyl-thiourea NCCNC(=S)NC(C1=CC=CC=C1)=O